C1(CCCC1)COC(CCCCC(=O)OCC1CCCC1)=O.CN(C(CC)=O)CC1=CC=CC(=C1)Cl N-methyl-N-(5-chlorophenyl)methylpropanamide di(cyclopentylmethyl)adipate